C[Si](N([Si](C)(C)C)[Si](C)(C)C)(C)C 1,1,1-trimethyl-N,N-bis(trimethylsilyl)silanamine